1-(4-(2-bromo-6-fluoro-3-hydroxypyridin-4-yl)-2-chlorophenyl)-3-deutero-methyl-1H-imidazol-2(3H)-one BrC1=NC(=CC(=C1O)C1=CC(=C(C=C1)N1C(N(C(=C1)C)[2H])=O)Cl)F